N(=C=O)CC(SC)SC 3-isocyanatomethyl-2,4-dithiapentane